tert-Butyl N-[endo-8-{7-[7-chloro-2-(methoxymethyl)-1,3-benzothiazol-6-yl]-5-{[2-(trimethylsilyl)ethoxy]methyl}-5H-pyrrolo[2,3-b]pyrazin-3-yl}-8-azabicyclo[3.2.1]octan-3-yl]carbamate ClC1=C(C=CC=2N=C(SC21)COC)C2=CN(C1=NC(=CN=C12)N1C2CC(CC1CC2)NC(OC(C)(C)C)=O)COCC[Si](C)(C)C